N-cyclopropyl-2-(difluoromethoxy)-6-methoxy-4-[5-(1-methylpyrazol-4-yl)benzimidazol-1-yl]benzamide C1(CC1)NC(C1=C(C=C(C=C1OC)N1C=NC2=C1C=CC(=C2)C=2C=NN(C2)C)OC(F)F)=O